allyl N-[(5S)-5-(allyloxycarbonylamino)-6-[4-hydroxy-3-(hydroxymethyl)-anilino]-6-oxo-hexyl]carbamate C(C=C)OC(=O)N[C@@H](CCCCNC(OCC=C)=O)C(=O)NC1=CC(=C(C=C1)O)CO